C(C1=CC=CC=C1)C=1N(C=CC1)CC1=CC(=NC(=C1)F)F benzyl-1-((2,6-difluoropyridin-4-yl)methyl)-1H-pyrrole